COC1=C(C(=CC(=C1)C1=CN(C(C2=CN=CC=C12)=O)C)OC)CN1CCC2(CN(CCO2)C(COC2=C3C(N(C(C3=CC=C2)=O)C2C(NC(CC2)=O)=O)=O)=O)CC1 4-[2-(9-[[2,6-Dimethoxy-4-(2-Methyl-1-Oxo-2,7-Naphthyridin-4-Yl)Phenyl]Methyl]-1-Oxa-4,9-Diazaspiro[5.5]Undecan-4-Yl)-2-Oxoethoxy]-2-(2,6-Dioxopiperidin-3-Yl)Isoindole-1,3-Dione